CC1=NC=C(C=C1NC(=O)C=1C=C2C(=NC1)NC(=C2)C#CC2COC2)NC(CN2[C@H](CCC2)C)=O (S)-N-(2-methyl-5-(2-(2-methylpyrrolidin-1-yl)acetamido)pyridin-3-yl)-2-(oxetan-3-ylethynyl)-1H-pyrrolo[2,3-b]pyridine-5-carboxamide